N-[4-(4-chloro-1H-pyrazol-1-yl)-3-sulfamoylphenyl]-2-(3-methylphenyl)acetamide ethyl-5-[4-(trifluoromethyl)phenyl]-5H-pyrido[4,3-b]indole-8-carboxylate C(C)OC(=O)C1=CC=2C3=C(N(C2C=C1)C1=CC=C(C=C1)C(F)(F)F)C=CN=C3.ClC=3C=NN(C3)C3=C(C=C(C=C3)NC(CC3=CC(=CC=C3)C)=O)S(N)(=O)=O